BrC1=C(C=C2NC(C=3N(C2=C1C)C(=CN3)C)(C)C)F 8-bromo-7-fluoro-1,4,4,9-tetramethyl-4,5-dihydro-imidazo[1,2-a]quinoxaline